2,2,6,6-tetramethyl-4-piperidineoctadecanoic acid CC1(NC(CC(C1)CCCCCCCCCCCCCCCCCC(=O)O)(C)C)C